3-(4-tert-butylphenyl)-1,4,5,6-tetrahydrobenzo[6,7]cyclohepta[1,2-b]pyrrole C(C)(C)(C)C1=CC=C(C=C1)C=1C2=C(NC1)C1=C(CCC2)C=CC=C1